7-(benzyloxy)-10-fluoro-2-methyl-2,3,5,6-tetrahydro-3,6-methanobenzo[c]azocine-1,4-dione C(C1=CC=CC=C1)OC1=CC=C(C=2C(N(C3C(CC(C21)C3)=O)C)=O)F